O=[C].[Ba] barium oxocarbon